8-(2-chloro-4-(2-(4-methylpiperazin-1-yl)ethoxy)phenyl)-9-(3-chlorobenzyl)-6-(1-methylcyclopropoxy)-9H-purine ClC1=C(C=CC(=C1)OCCN1CCN(CC1)C)C=1N(C2=NC=NC(=C2N1)OC1(CC1)C)CC1=CC(=CC=C1)Cl